7-(1-(2-Fluoro-4-methoxypyridin-3-yl)piperidin-4-yl)-3-methyl-5-((3-(trifluoromethyl)pyrazin-2-yl)methyl)pyrido[2,3-b]pyrazin-6(5H)-one FC1=NC=CC(=C1N1CCC(CC1)C1=CC=2C(=NC(=CN2)C)N(C1=O)CC1=NC=CN=C1C(F)(F)F)OC